NC1=NC=NN2C1=CC=C2[C@]2([C@@H]([C@@H]([C@H](O2)CO[P@@](=O)(OC2=CC=CC=C2)N[C@H](C(=O)OCC(CC)CC)C)O)O)C#N (S)-2-ethylbutyl 2-(((R)-(((2R,3S,4R,5R)-5-(4-aminopyrrolo[2,1-f][1,2,4]triazin-7-yl)-5-cyano-3,4-dihydroxytetrahydrofuran-2-yl)methoxy)(phenoxy) phosphoryl)amino)propanoate